8-[4-(hexyloxy)-3-methyl-phenyl]-5-hexyloxy-4-[(1-naphthyl)methyl]-2-oxo-7-thia-1-azabicyclo[4.3.0]non-3,5,8-triene-9-carboxylic acid C(CCCCC)OC1=C(C=C(C=C1)C=1SC2=C(C(=CC(N2C1C(=O)O)=O)CC1=CC=CC2=CC=CC=C12)OCCCCCC)C